(S)-2-((4-(2-(4-cyano-2-fluorophenyl)-1-oxo-1,2-dihydroisoquinolin-5-yl)piperidin-1-yl)methyl)-1-(oxetan-2-ylmethyl)-1H-benzo[d]imidazole-6-carboxylic acid C(#N)C1=CC(=C(C=C1)N1C(C2=CC=CC(=C2C=C1)C1CCN(CC1)CC1=NC2=C(N1C[C@H]1OCC1)C=C(C=C2)C(=O)O)=O)F